C12(CC3CC(CC(C1)C3)C2)C(=O)N2[C@@H](CCC2)C(=O)N[C@H](C(=O)N[C@@H](CCC(=O)OC(C)(C)C)C(=O)N[C@H](C(=O)N)C(C)C)CC(C)C tert-Butyl (S)-4-((S)-2-((S)-1-((3S,5S,7S)-adamantane-1-carbonyl)pyrrolidine-2-carboxamido)-4-methylpentanamido)-5-(((S)-1-amino-3-methyl-1-oxobutan-2-yl)amino)-5-oxopentanoate